2-ethyl-4-[(3-iodoimidazo[1,2-a]pyrazin-8-yl)amino]benzoic acid, hydrochloride Cl.C(C)C1=C(C(=O)O)C=CC(=C1)NC=1C=2N(C=CN1)C(=CN2)I